1,1,1-trifluoro-2-methylpropan-2-yl (2-chloropyrimidin-4-yl)((4-(5-(2-fluoropropan-2-yl)-1,2,4-oxadiazol-3-yl) bicyclo[2.2.2]octan-1-yl)methyl)carbamate ClC1=NC=CC(=N1)N(C(OC(C(F)(F)F)(C)C)=O)CC12CCC(CC1)(CC2)C2=NOC(=N2)C(C)(C)F